thiazolidinyl-pyridinamine S1C(NCC1)C=1C(=NC=CC1)N